C(C)(C)N(S(=O)(=O)CC)CC=1C=NC=C(C1)C=1C=C2CCC(N(C2=CC1)C)=O Ethanesulfonic acid isopropyl-[5-(1-methyl-2-oxo-1,2,3,4-tetrahydro-quinolin-6-yl)-pyridin-3-ylmethyl]-amide